6'-(((1S,3S)-3-aminocyclopentyl)amino)-2H-[1,3'-bipyridin]-2-one 3HCl Cl.Cl.Cl.N[C@@H]1C[C@H](CC1)NC1=CC=C(C=N1)N1C(C=CC=C1)=O